CC1=NN(C(=N1)C)C1=C2C(=NC(=C1)N1[C@@H](COCC1)C)C(=NS2)C2=CC(=NN2)C (R)-4-(7-(3,5-dimethyl-1H-1,2,4-triazol-1-yl)-3-(3-methyl-1H-pyrazol-5-yl)isothiazolo[4,5-b]pyridin-5-yl)-3-methylmorpholine